C(C1=CC=CC=C1)N1CCN(CC1)C1=CC=C(C=N1)C=1C=2N(C=C(C1)OC1CCOCC1)N=CC2C#N 4-(6-(4-benzylpiperazin-1-yl)pyridin-3-yl)-6-((tetrahydro-2H-pyran-4-yl)oxy)pyrazolo[1,5-a]pyridine-3-carbonitrile